COCC(C)(C)NC(=O)[C@@H]1CN(CC[C@H]1NC(=O)C1=NOC(=C1)C1=C(C=C(C=C1F)F)F)C1CCCCC1 (3R,4R)-1-cyclohexyl-4-{[5-(2,4,6-trifluoro-phenyl)-isoxazole-3-carbonyl]-amino}-piperidine-3-carboxylic acid (2-methoxy-1,1-dimethyl-ethyl)-amide